tert-Butyl 4-(4,4,5,5-tetramethyl-1,3,2-dioxaborolan-2-yl)isoindoline-2-carboxylate CC1(OB(OC1(C)C)C1=C2CN(CC2=CC=C1)C(=O)OC(C)(C)C)C